C(C1=CC=CC=C1)NC1=NN=C2N1C=C(C=C2)N N3-Benzyl-[1,2,4]triazolo[4,3-a]pyridine-3,6-diamine